CC(C)(C)[S@@](=O)N[C@@H]1C2=NC=CC=C2CC12CCN(CC2)C(=O)OC(C)(C)C (S)-tert-butyl 7-((R)-1,1-dimethylethylsulfinamido)-5,7-dihydrospiro[cyclopenta[b]pyridine-6,4'-piperidine]-1'-carboxylate